2-HYDROXYQUINOLINE-6-BORONIC ACID OC1=NC2=CC=C(C=C2C=C1)B(O)O